4'-((1R,5S)-3,8-diazabicyclo[3.2.1]octan-3-yl)-2'-(((S)-pyrrolidin-2-yl)methoxy)-2,3,5',8'-tetrahydro-6'H-spiro[phenalene-1,7'-quinazoline] [C@H]12CN(C[C@H](CC1)N2)C2=NC(=NC=1CC3(CCC21)CCC2=CC=CC1=CC=CC3=C21)OC[C@H]2NCCC2